CS(=O)(=O)C1=CC(=C(C=C1)NCC#CC=1N(C2=CC=CC(=C2C1)NC1CCN(CC1)C(N)=S)CC(F)(F)F)OC 4-[(2-{3-[(4-methanesulfonyl-2-methoxyphenyl)amino]prop-1-yn-1-yl}-1-(2,2,2-trifluoroethyl)-1H-indol-4-yl)amino]piperidine-1-carbothioamide